5-fluoro-2-(oxan-2-yl)indazole-4-carboxylic acid FC1=C(C2=CN(N=C2C=C1)C1OCCCC1)C(=O)O